C(C)OC(=O)N(C(C(=O)OCC)CC1=CC=C(C=C1)I)CCCCCC ethyl 2-((ethoxycarbonyl)(hexyl)amino)-3-(4-iodophenyl)propanoate